COC=1C=C(C=CC1)S(=O)(=O)N1CCC=2C1=CN=CC2C2=CC=C(C#N)C=C2 4-(1-((3-Methoxyphenyl)sulfonyl)-2,3-dihydro-1H-pyrrolo[2,3-c]pyridin-4-yl)benzonitrile